S1C(=CC=2C=NC=CC21)C(=O)O thiopheno[3,2-c]pyridine-2-carboxylic acid